methyl 6-cyano-4'-methoxy-[1,1'-biphenyl]-3-carboxylate C(#N)C1=CC=C(C=C1C1=CC=C(C=C1)OC)C(=O)OC